C1(CC1)[C@@H](CP(O)(=O)C)C1=CC(=CC=C1)OC(C1=C(C=C(C(=C1)CN(C(C)C)C(C)C)C1=CC(=NC=C1F)OC)C)=O ((R)-2-cyclopropyl-2-(3-((5-((diisopropylamino)methyl)-4-(5-fluoro-2-methoxypyridin-4-yl)-2-methylbenzoyl)oxy)phenyl)ethyl)(methyl)phosphinic acid